CCCCCCCCCCCCCCCCCCCC(=O)OC[C@H](COP(=O)([O-])OCC[N+](C)(C)C)OC(=O)CCCCCCCCC/C=C\CCCCCC 1-eicosanoyl-2-(11Z-octadecenoyl)-sn-glycero-3-phosphocholine